ClC1=CC2=C(N=C(N=C2N2CCC(CC2)O)C2=C(C(=CC(=C2Cl)OC)OC)Cl)C=N1 1-(6-chloro-2-(2,6-dichloro-3,5-dimethoxyphenyl)pyrido[3,4-d]pyrimidin-4-yl)piperidin-4-ol